CC1=C(C2(C3=CC4=CC=CC=C4C3=C1)C=CC=C1C3=CC=CC=C3C=C12)N(C1=C(C(=CC=C1)C)C1=CC=CC=2OC3=C(C21)C=CC=C3)C3=C(C=CC=C3)C3=CC=CC=C3 methyl-(biphenylyl)(methyldibenzofuranylphenyl)(spirobifluorenyl)amine